1-(8-fluoro-7-(8-fluoronaphthalen-1-yl)-2-((hexahydro-1H-pyrrolizin-7a-yl)methoxy)pyrido[4,3-d]pyrimidin-4-yl)piperidine FC1=C(N=CC2=C1N=C(N=C2N2CCCCC2)OCC21CCCN1CCC2)C2=CC=CC1=CC=CC(=C21)F